OCCOC1=C(C=C(C=C1C1=CC=CC2=CC=CC=C12)SC1=CC(=C(OCCO)C(=C1)C1=CC=CC2=CC=CC=C12)C1=CC=CC2=CC=CC=C12)C1=CC=CC2=CC=CC=C12 2-[4-[4-(2-hydroxyethoxy)-3,5-bis(naphthalen-1-yl)phenyl]sulfanyl-2,6-bis(naphthalen-1-yl)phenoxy]ethanol